tertbutyl peracetate C(C)(=O)OOC(C)(C)C